N1-cyclopropyl-2-methyl-N1-(1-(3-(trifluoromethyl)phenyl)cyclopropyl)propane-1,2-diamine C1(CC1)N(CC(C)(N)C)C1(CC1)C1=CC(=CC=C1)C(F)(F)F